FCCCN1CC(C1)CC1=CC=C(C=C1)C1=C(CCCC2=C1C=CC=C2)C2=C(C(=CC=C2)C(F)(F)F)C 9-(4-((1-(3-Fluoropropyl)azetidin-3-yl)methyl)phenyl)-8-(2-methyl-3-(trifluoromethyl)phenyl)-6,7-dihydro-5H-benzo[7]annulen